Hexyldimethyloctylammonium bromide [Br-].C(CCCCC)[N+](CCCCCCCC)(C)C